BrC=1C=CC2=C(C(=N[C@@H](CN2)COC)C2=C(C=CC=C2F)F)C1Cl (3S)-7-bromo-6-chloro-5-(2,6-difluorophenyl)-3-(methoxymethyl)-1,3-dihydro-1,4-benzodiazepine